tert-butyl 4-(6-bromo-4-hydroxy-2-methylindazol-3-yl)-2-(difluoromethoxy)-6-methoxybenzoate BrC=1C=C(C2=C(N(N=C2C1)C)C1=CC(=C(C(=O)OC(C)(C)C)C(=C1)OC)OC(F)F)O